BrC=1C=C(OP(=O)(OC2=CC=C(C=C2)[N+](=O)[O-])N[C@@H](C)C(=O)OC)C=CC1 Methyl ((3-bromophenoxy)(4-nitrophenoxy)phosphoryl)-L-alaninate